N-cyclopentyl-4-fluoro-N-(7-(((2-(methylamino)pyrimidin-4-yl)methyl)(piperidin-4-ylmethyl)amino)-7-oxoheptyl)benzamide C1(CCCC1)N(C(C1=CC=C(C=C1)F)=O)CCCCCCC(=O)N(CC1CCNCC1)CC1=NC(=NC=C1)NC